FC1(CCN(CC1)C1=NSN=C1)F (4,4-difluoropiperidin-1-yl)-[1,2,5]thiadiazol